(2-(1-benzylpiperidin-4-yl)-5-oxo-5H-pyrrolo[3,4-b]pyridin-6(7H)-yl)dihydro-2H-pyran-2,6(3H)-dione C(C1=CC=CC=C1)N1CCC(CC1)C1=CC=C2C(=N1)CN(C2=O)C2C(OC(CC2)=O)=O